NC=1C2=C(N=CN1)N(C=C2C=C)C2C(C(C(C2)CNCCCNCCC2=CC=CC=C2)O)O 3-{4-amino-5-ethenylpyrrolo[2,3-d]pyrimidin-7-yl}-5-[({3-[(2-phenylethyl)amino]propyl}amino)methyl]cyclopentane-1,2-diol